ClC=1C=C(C=C(C1N[C@@H](CSC1=CC=C(C=C1)F)CCN1CC(C1)F)Cl)S(=O)(=O)NC(=O)C1(OCCCO1)C (R)-N-((3,5-dichloro-4-((4-(3-fluoroazetidin-1-yl)-1-((4-fluorophenyl)thio)butan-2-yl)amino)phenyl)sulfonyl)-2-methyl-1,3-dioxane-2-carboxamide